FC1=C(C=CC(=C1)C1=CN=C2N1N=CC(=C2)C=2C=NN(C2)C)CC(=O)NC2=NOC(=C2)C(C(F)(F)F)(C)C 2-(2-fluoro-4-(7-(1-methyl-1H-pyrazol-4-yl)imidazo[1,2-b]pyridazin-3-yl)phenyl)-N-(5-(1,1,1-trifluoro-2-methylpropan-2-yl)isoxazol-3-yl)acetamide